(tetramethyl-cyclopentadienyl)-titanium (IV) dichloride [Cl-].[Cl-].CC=1C(=C(C(C1)(C)[Ti+3])C)C